6-amino-5-(3-hydroxy-2,6-dimethylphenyl)-2-methyl-4-oxo-4,5-dihydrothiazolo[4,5-c]pyridine-7-carboxamide NC1=C(C2=C(C(N1C1=C(C(=CC=C1C)O)C)=O)N=C(S2)C)C(=O)N